[1,6]naphthyridine-3-carboxamide N1=CC(=CC2=CN=CC=C12)C(=O)N